NC1=NC=C(C(=N1)C(F)(F)F)C1=NC(=NC(=N1)N1CCOCC1)N1CCN(CC1)C(CCCC(=O)NO)=O 5-(4-(4-(2-amino-4-(trifluoromethyl)pyrimidin-5-yl)-6-morpholino-1,3,5-triazin-2-yl)piperazin-1-yl)-N-hydroxy-5-oxopentanamide